[1,2,4]TRIAZOLONE N1=NC(N=C1)=O